22-amino-10-chloro-16-fluoro-5-methyl-20-oxa-4,5,11,12,23-pentaazapentacyclo[19.3.1.02,6.08,12.013,18]pentacosa-1(24),2(6),3,8,10,13,15,17,21(25),22-decaene-3-carbonitrile NC=1C=2OCC3=CC(=CC=C3N3N=C(C=C3CC=3N(N=C(C3C(=CN1)C2)C#N)C)Cl)F